ClC1=NC=C(C(=C1)NCC[C@H](C)O)C1=NN(C=C1)C(F)F (S)-4-((2-chloro-5-(1-(difluoromethyl)-1H-pyrazol-3-yl)pyridin-4-yl)amino)butan-2-ol